N-[(1R)-1-(1,1-difluoro-2,3-dihydro-1H-inden-4-yl)ethyl]-4-methoxy-5-(morpholin-4-yl)-2H-indazole-7-carboxamide FC1(CCC2=C(C=CC=C12)[C@@H](C)NC(=O)C1=CC(=C(C2=CNN=C12)OC)N1CCOCC1)F